C1(C=CC=C1)CCP(CC)CC.[Cu+] copper (I) cyclopentadienyl-(triethylphosphine)